10H-benzo[b]pyrido[2,3-e][1,4]thiazine N1=CC=CC2=C1NC1=C(S2)C=CC=C1